C1(=CC=CC=C1)S(=O)(=O)[C@]12CCN([C@@H]2CCC2=C1C=CC(=C2)OCC2=C(C=C(C=C2)F)Cl)C(=O)C2CCS(CC2)(=O)=O 4-[(3aR,9bR)-9b-(benzenesulfonyl)-7-[(2-chloro-4-fluorophenyl)methoxy]-1H,2H,3H,3aH,4H,5H,9bH-benzo[e]indole-3-carbonyl]-1λ6-thiane-1,1-dione